N-(4-(4-(5-(cyclopent-1-en-1-yl)furan-2-yl)-1H-1,2,3-triazol-1-yl)-3-(6-azaspiro[2.5]octan-6-yl)phenyl)-2-hydroxyethane-1-sulfonamide C1(=CCCC1)C1=CC=C(O1)C=1N=NN(C1)C1=C(C=C(C=C1)NS(=O)(=O)CCO)N1CCC2(CC2)CC1